BrC1=C(C(=CC(=C1)C)F)OC 1-bromo-3-fluoro-2-methoxy-5-methylbenzene